6-bromopyrazolo[1,5-a]pyridine-2-carbonitrile BrC=1C=CC=2N(C1)N=C(C2)C#N